[N+](=[N-])=CC(CC[C@@H](C(=O)OC(C)C)NC([C@H](C=1N=COC1)OC)=O)=O isopropyl (S)-6-diazo-2-((S)-2-methoxy-2-(oxazol-4-yl)acetamido)-5-oxohexanoate